(E)-1-(2,6-dichlorobenzylideneamino)guanidine ClC1=C(C=NN\C(=N\[H])\N)C(=CC=C1)Cl